FC1(CCN(CC1)C(=O)C1=CC=C(C=C1)C=1C=C2CCN(C(C2=CC1)=O)C=1C=CC(=C(C1)NS(=O)(=O)C)O)F N-(5-(6-(4-(4,4-difluoropiperidine-1-carbonyl)phenyl)-1-oxo-3,4-dihydroisoquinolin-2(1H)-yl)-2-hydroxyphenyl)methanesulfonamide